tert-Butyl-2-(6-chloropyridin-2-yl)-6-cyano-1H-indole-1-carboxylate C(C)(C)(C)OC(=O)N1C(=CC2=CC=C(C=C12)C#N)C1=NC(=CC=C1)Cl